4-(benzylamino)-2-(4-carbamoyl-2-methyl-1H-indol-1-yl)-N-(4,4-difluoropyrrolidin-3-yl)pyrrolo[2,1-f][1,2,4]triazine-7-carboxamide C(C1=CC=CC=C1)NC1=NC(=NN2C1=CC=C2C(=O)NC2CNCC2(F)F)N2C(=CC1=C(C=CC=C21)C(N)=O)C